C(#N)N=C(NC[C@H](C1=CSC=C1)N(C)C)NC1COC2=C3C(=C(C=C2C1)F)C=CC=C3 2-cyano-1-((S)-2-(dimethylamino)-2-(thiophen-3-yl)ethyl)-3-(6-fluorobenzchroman-3-yl)guanidine